(2S)-4-(1-bicyclo[1.1.1]pentanyl)-1-tert-butoxycarbonyl-pyrrolidine-2-carboxylic acid C12(CC(C1)C2)C2C[C@H](N(C2)C(=O)OC(C)(C)C)C(=O)O